(S)-(2-(3-((3-carbamoyl-6-chloro-5-ethylpyrazin-2-yl)amino)phenyl)propyl)carbamic acid tert-butyl ester C(C)(C)(C)OC(NC[C@@H](C)C1=CC(=CC=C1)NC1=NC(=C(N=C1C(N)=O)CC)Cl)=O